ClC1=C(C(=O)O)C(=CC(=C1)O)Cl 2,6-dichloro-p-hydroxybenzoic acid